FC(COC1=CC=2N(C=C1)N=C(C2C(=O)NC(C(=O)N)(CO)C)C)F 2-{[5-(2,2-difluoroethoxy)-2-methylpyrazolo[1,5-a]pyridin-3-yl]formamido}-3-hydroxy-2-methylpropanamide